butoxypyrimidine C(CCC)OC1=NC=CC=N1